2-Chloro-5-{[(cyclopropylsulfonyl)amino]methyl}-N-{1-[3-(trifluoromethoxy)phenyl]-1H-indazol-4-yl}benzamide ClC1=C(C(=O)NC2=C3C=NN(C3=CC=C2)C2=CC(=CC=C2)OC(F)(F)F)C=C(C=C1)CNS(=O)(=O)C1CC1